5-thia-1-azabicyclo[4.2.0]oct-2-en N12C=CCSC2CC1